COC(=O)C1=CSC=2C1=NC=CC2C2=C(C=CC(=C2)Cl)OCCNC(C2=C(C=NC=C2NC(C(F)F)=O)Br)=O 7-(2-(2-(3-bromo-5-(2,2-difluoroacetamido)isonicotinamido)ethoxy)-5-chlorophenyl)thieno[3,2-b]pyridine-3-carboxylic acid methyl ester